N1=C(C=CC=C1)CCO 2-PyridineEthanol